CCC(=O)[O-] alpha-methyl-acetate